S(C)(=O)(=O)OC12CC3CC(CC(C1)C3)C2 adamantan-1-yl mesylate